N[C@@H]1[C@@H](OCC12CCN(CC2)C2=NC(=C1C(=N2)NN=C1C1=C(C2=C(N(N=C2C=C1)C)Cl)Cl)C(=O)N)C 6-((3S,4S)-4-amino-3-methyl-2-oxa-8-azaspiro[4.5]decan-8-yl)-3-(3,4-dichloro-2-methyl-2H-indazol-5-yl)-1H-pyrazolo[3,4-d]pyrimidine-4-carboxamide